6-chloro-N-[1-(2,2-difluorocyclopropyl)-5-methyl-1H-pyrazol-4-yl]-7-[1-(oxetan-3-yl)piperidin-4-yl]quinazolin-2-amine ClC=1C=C2C=NC(=NC2=CC1C1CCN(CC1)C1COC1)NC=1C=NN(C1C)C1C(C1)(F)F